(R)-N-Boc-3-benzpyrrolol C(=O)(OC(C)(C)C)N1C=C(C2=C1C=CC=C2)O